FC=1C=C(C=CC1F)[C@H](CC(=O)O)N1C(C(C1)CCCCC1=NC=2NCCCC2C=C1)=O (3S)-3-(3,4-difluorophenyl)-3-(2-oxo-3-(4-(5,6,7,8-tetrahydro-1,8-naphthyridin-2-yl)butyl)azetidin-1-yl)propionic acid